OC[C@]1(CN(CC1)C(C)(C)C=1C=NC(=CC1)C)CCC1=CC=C(C#N)C=C1 (R)-4-(2-(3-(hydroxymethyl)-1-(2-(6-methylpyridin-3-yl)propan-2-yl)pyrrolidin-3-yl)ethyl)benzonitrile